C(C)C1COC(OC1)=O 5-ethyl-1,3-dioxan-2-one